C(C(=C)C)(=O)ON[C@@H](CC1=CC=CC=C1)C(=O)O N-methacryloyloxyphenylalanine